Methyl 2-[(4-tert-butyl-2-fluoro-5-methoxy-phenyl)methyl]-1,3-benzoxazole-5-carboxylate C(C)(C)(C)C1=CC(=C(C=C1OC)CC=1OC2=C(N1)C=C(C=C2)C(=O)OC)F